diisopropyl butenedioate C(C=CC(=O)OC(C)C)(=O)OC(C)C